C(C)N(S(=O)(=O)C1=CC=C(C=C1)S(=O)(=O)N1C[C@@H](CCC1)C1=CC(=NO1)C)CC (R)-N,N-diethyl-4-((3-(3-methylisoxazol-5-yl)piperidin-1-yl)sulfonyl)benzenesulfonamide